4-((2S,4R)-1-acetyl-4-((4-chlorophenyl)amino)-2-methyl-1,2,3,4-tetrahydroquinolin-6-yl)-N-(1-(4-(isoindolin-1-yl)phenoxy)-2-oxo-6,9,12,15,18-pentaoxa-3-azaeicosan-20-yl)benzamide C(C)(=O)N1[C@H](C[C@H](C2=CC(=CC=C12)C1=CC=C(C(=O)NCCOCCOCCOCCOCCOCCNC(COC2=CC=C(C=C2)C2NCC3=CC=CC=C23)=O)C=C1)NC1=CC=C(C=C1)Cl)C